3-(decyldimethylammonio)-propanesulfonate C(CCCCCCCCC)[N+](CCCS(=O)(=O)[O-])(C)C